5-(2-Bromoethoxy)-3-chloro-2-(4-(trifluoromethyl)cyclohexyl)pyridine BrCCOC=1C=C(C(=NC1)C1CCC(CC1)C(F)(F)F)Cl